(3R)-1-cyclobutylpiperidin-3-amine dihydrochloride Cl.Cl.C1(CCC1)N1C[C@@H](CCC1)N